tert-butyl 5-(5-amino-6-fluoro-2,3-dihydrofuro[3,2-b]pyridin-7-yl)-3-[tert-butyl(dimethyl)silyl]oxy-2,3,4,7-tetrahydroazepine-1-carboxylate NC1=C(C(=C2C(=N1)CCO2)C=2CC(CN(CC2)C(=O)OC(C)(C)C)O[Si](C)(C)C(C)(C)C)F